2,4-dibromo-3,5-dimethylthiophene BrC=1SC(=C(C1C)Br)C